C(C)OC(=O)C1=C(N=C(S1)NC1=NC(=CC(=N1)N1CCC(CC1)O)N1CCC(CC1)(C1=CC(=CC=C1)C(F)(F)F)O)C 2-[4-(4-hydroxypiperidin-1-yl)-6-(4-(hydroxy)-4-(3-trifluoromethylphenyl)piperidin-1-yl)pyrimidin-2-ylamino]-4-methylthiazole-5-carboxylic acid ethyl ester